4-{2-[(3,3-difluorocyclobutyl)methoxy]phenyl}-2-(4-fluorophenyl)-2,3-dihydro-1H-pyrrolo[3,4-c]pyridin-1-one FC1(CC(C1)COC1=C(C=CC=C1)C1=NC=CC2=C1CN(C2=O)C2=CC=C(C=C2)F)F